CCCCCCCCCCCC(=O)OCC(CO)OC(=O)CCCCCCCCCCC glyceryl dilaurate